N-[(4-bromo-2-methyl-pyrazol-3-yl)methyl]-2-[tert-butyl(dimethyl)silyl]oxy-ethanamine BrC1=C(N(N=C1)C)CNCCO[Si](C)(C)C(C)(C)C